(1-(2,4-dimethyl-5-(3,4,6,7-tetrahydropyrano[3,4-d]imidazol-2-yl)benzoyl)piperidin-4-yl)benzonitrile CC1=C(C(=O)N2CCC(CC2)C2=C(C#N)C=CC=C2)C=C(C(=C1)C)C1=NC2=C(N1)COCC2